(S)-N-((R)-2-(((R)-1-(benzylamino)-1-oxo-5-phenylpentan-2-yl)amino)-1-cyclohexyl-2-oxoethyl)piperidine-2-carboxamide α-ethylglutarate C(C)C(C(=O)O)CCC(=O)O.C(C1=CC=CC=C1)NC([C@@H](CCCC1=CC=CC=C1)NC([C@@H](C1CCCCC1)NC(=O)[C@H]1NCCCC1)=O)=O